(1R,5S,6r)-N-[1-(trifluoromethyl)cyclopropyl]-3-azabicyclo[3.1.0]hexane-6-carboxamide TFA salt OC(=O)C(F)(F)F.FC(C1(CC1)NC(=O)C1[C@H]2CNC[C@@H]12)(F)F